C1(CCCC1)NC1=CC=C(C=N1)C=1C(=CN(C(C1)=O)C)C=1C=NN(C1)C1=C(C#N)C(=CC=C1)F 2-(4-(6-(cyclopentylamino)-1'-methyl-6'-oxo-1',6'-dihydro-[3,4'-bipyridin]-3'-yl)-1H-pyrazol-1-yl)-6-fluorobenzonitrile